2-(hydroxymethyl)-1-{2-[(1r,4r)-4-{2-[(4-azido-2-nitrophenyl)amino]ethyl}cyclohexyl]ethyl}piperidine-3,4,5-triol OCC1N(CC(C(C1O)O)O)CCC1CCC(CC1)CCNC1=C(C=C(C=C1)N=[N+]=[N-])[N+](=O)[O-]